5-(4-(4-chlorophenyl)-4-hydroxypiperidin-1-yl)-1-toluenesulfonyl-1H-indole-3-carbaldehyde ClC1=CC=C(C=C1)C1(CCN(CC1)C=1C=C2C(=CN(C2=CC1)S(=O)(=O)CC1=CC=CC=C1)C=O)O